BrC1=C(SC2=C1CCC(C2)N(C(OC(C)(C)C)=O)C)C tert-butyl N-(3-bromo-2-methyl-4,5,6,7-tetrahydrobenzothiophen-6-yl)-N-methyl-carbamate